4-(6-chloro-1H-pyrazolo[4,3-c]pyridin-3-yl)morpholine ClC1=CC2=C(C=N1)C(=NN2)N2CCOCC2